(R)-1,1-Difluoro-1-(4-(1-((7-methoxy-6-(2-methoxyethoxy)-2-methylquinazolin-4-yl)amino)ethyl)phenyl)-2-methylpropan-2-ol FC(C(C)(O)C)(C1=CC=C(C=C1)[C@@H](C)NC1=NC(=NC2=CC(=C(C=C12)OCCOC)OC)C)F